N-[2,4-difluoro-3-[1-(5-methyl-4H-1,2,4-triazol-3-yl)imidazo[1,5-a]pyrazin-6-yl]phenyl]-5-fluoro-2-methoxypyridine-3-sulfonamide FC1=C(C=CC(=C1C=1N=CC=2N(C1)C=NC2C2=NN=C(N2)C)F)NS(=O)(=O)C=2C(=NC=C(C2)F)OC